tert-butyl 4-[3-carbamoyl-2-(4-phenoxyphenyl)-2H-pyrazolo[4,3-b]pyridin-7-yl]piperidine-1-carboxylate C(N)(=O)C=1N(N=C2C1N=CC=C2C2CCN(CC2)C(=O)OC(C)(C)C)C2=CC=C(C=C2)OC2=CC=CC=C2